tris(3,5-di-n-propyl-4-hydroxyphenyl)1,3,5-triisopropylbenzene C(CC)C=1C=C(C=C(C1O)CCC)C1=C(C(=C(C(=C1C(C)C)C1=CC(=C(C(=C1)CCC)O)CCC)C(C)C)C1=CC(=C(C(=C1)CCC)O)CCC)C(C)C